C(CCCCCCCCCCC)(=O)OS(=O)(=O)[O-].[NH4+].CO[SiH](OC)OC TRIMETHOXYSILANE ammonium lauroylsulphate